COC(C1=C(C=CC(=C1)OC(F)F)C#N)=O cyano-5-(difluoromethoxy)benzoic acid methyl ester